FC=1C=2N(C=C(C1)NC(=O)C1=CC=C(C3=CN(N=C13)C)N1C[C@H](CC1)N(C(OC(C)(C)C)=O)C1CC(C1)O)C=C(N2)C tert-butyl N-[(3S)-1-[7-[(8-fluoro-2-methyl-imidazo[1,2-a]pyridin-6-yl)carbamoyl]-2-methyl-indazol-4-yl]pyrrolidin-3-yl]-N-(3-hydroxy-cyclobutyl)carbamate